COC1=C(C=C2C=CC(OC2=C1)=O)\N=N\C1=CC=CC=C1 (E)-7-methoxy-2-oxo-6-(phenyldiazenyl)-2H-chromene